4-((6-methoxy-7-phenyl-1H-pyrrolo[3,2-c]pyridin-1-yl)methyl)benzenesulfonamide COC1=C(C2=C(C=N1)C=CN2CC2=CC=C(C=C2)S(=O)(=O)N)C2=CC=CC=C2